(1S,3S)-3-((5-(tert-butylamino)-2-(1-(tetrahydro-2H-pyran-2-yl)-1H-pyrazol-5-yl)thieno[3,2-b]pyridin-7-yl)amino)cyclopentanol C(C)(C)(C)NC1=CC(=C2C(=N1)C=C(S2)C2=CC=NN2C2OCCCC2)N[C@@H]2C[C@H](CC2)O